OC=1C=CC=2C3CC[C@@]4(\C(\CCC4C3CCC2C1)=N\OCC(=O)O)C 2-((((13S,E)-3-hydroxy-13-methyl-6,7,8,9,11,12,13,14,15,16-decahydro-17H-cyclopenta[a]phenanthren-17-ylidene)amino)oxy)acetic acid